N-(4-(1H-imidazol-1-yl)benzyl)-1-(3-methoxybenzyl)thiourea N1(C=NC=C1)C1=CC=C(CN(C(=S)N)CC2=CC(=CC=C2)OC)C=C1